FC(F)(F)C1=C(C=C(C=C1)N)N trifluoromethyl-2,4-diaminobenzene